N-(3-((1H-1,2,4-triazol-1-yl)methyl)bicyclo[1.1.1]pentan-1-yl)-3-(8-amino-6-(trifluoromethyl)imidazo[1,2-a]pyrazin-3-yl)-4-methylbenzenesulfonamide N1(N=CN=C1)CC12CC(C1)(C2)NS(=O)(=O)C2=CC(=C(C=C2)C)C2=CN=C1N2C=C(N=C1N)C(F)(F)F